CN1N=NC(=C1NC(OC(C)C=1C(=NC=C(C1)Br)F)=O)C1=NC=C(C=C1)NC(C(F)(F)F)=O 1-(5-bromo-2-fluoropyridin-3-yl)ethyl (1-methyl-4-(5-(2,2,2-trifluoroacetamido)pyridin-2-yl)-1H-1,2,3-triazol-5-yl)carbamate